C1(=CC=CC=C1)COC(=O)N1CCC(CC1)(C1NCCC1)O 4-hydroxy-4-(pyrrolidin-2-yl)piperidine-1-carboxylic acid phenylmethyl ester